C(CCCNC1=C(C(=C(C(=O)N)C=C1)OC)N)NC1=C(C(=C(C(=O)N)C=C1)OC)N 4'-(Butane-1,4-diylbis(azanediyl))bis(3-amino-2-methoxybenzamide)